C(#N)C=1C(=NC(=C(C1CC)C#N)N1CC2OCCNC2C1)SC(C(=O)N)C1=CC=CC=C1 2-((3,5-dicyano-4-ethyl-6-(hexahydropyrrolo[3,4-b][1,4]oxazin-6(2H)-yl)pyridin-2-yl)thio)-2-phenylacetamide